C(C)(C)N(C(=O)[C@H]1CN(CCC1)C=1C=C(OC(C(=O)OC(C)(C)C)(C)C)C=CC1)CC1=CC=C(C=C1)C(C)C tert-butyl (R)-2-(3-(3-(isopropyl(4-isopropylbenzyl)carbamoyl)piperidin-1-yl)phenoxy)-2-methylpropanoate